ClC1=C(C(=CC=C1F)F)C#CC1=NNC2=NC(=C(N=C21)CF)N2CCC1([C@@H]([C@@H](OC1)C)N)CC2 (3S,4S)-8-(3-((2-chloro-3,6-difluorophenyl)ethynyl)-5-(fluoromethyl)-1H-pyrazolo[3,4-b]pyrazin-6-yl)-3-methyl-2-oxa-8-azaspiro[4.5]decan-4-amine